N1(C=CC=C1)C=1C=C(N)C=CC1 3-(1H-pyrrol-1-yl)aniline